O=C1NC(CCC1N1C(C2=CC=C(C=C2C1=O)NCCCCC(N1C2CC(CC1CC2)N2N=CC(=C2)C2=NC1=CC=CC=C1N=C2)=O)=O)=O (2,6-Dioxopiperidin-3-yl)-5-((5-oxo-5-(3-(4-(quinoxalin-2-yl)-1H-pyrazol-1-yl)-8-azabicyclo[3.2.1]oct-8-yl)pentyl)amino)isoindoline-1,3-dione